3-ethylthio-butanal C(C)SC(CC=O)C